ClC1=CC2=C(N=CS2)C=C1 6-Chloro(benzothiazole)